butyl 4-[2-(2,6-dioxo-3-piperidyl)-1-oxo-isoindolin-5-yl]-4-hydroxyl-piperidine-1-carboxylate O=C1NC(CCC1N1C(C2=CC=C(C=C2C1)C1(CCN(CC1)C(=O)OCCCC)O)=O)=O